5-(2-trimethylsilylethoxymethoxy)benzonitrile C[Si](CCOCOC=1C=CC=C(C#N)C1)(C)C